N-(2-(3-chloro-1-(3-methoxycyclobutyl)-1H-pyrazol-4-yl)pyrimidin-4-yl)-5-isopropyl-8-((2r,3s)-2-methyl-3-((methylsulfonyl)methyl)azetidin-1-yl)isoquinolin-3-amine ClC1=NN(C=C1C1=NC=CC(=N1)NC=1N=CC2=C(C=CC(=C2C1)C(C)C)N1[C@@H]([C@H](C1)CS(=O)(=O)C)C)C1CC(C1)OC